((6-vinyl-2-ethyl-3,4-dihydroquinolin-1(2H)-yl)sulfonyl)-2-((tetrahydro-2H-pyran-4-yl)methoxy)benzoic acid methyl ester COC(C1=C(C(=CC=C1)S(=O)(=O)N1C(CCC2=CC(=CC=C12)C=C)CC)OCC1CCOCC1)=O